tert-butyl (2R,5S)-4-(2-hydroxy-9-(methyl-d3)-9H-purin-6-yl)-2,5-dimethylpiperazine-1-carboxylate OC1=NC(=C2N=CN(C2=N1)C([2H])([2H])[2H])N1C[C@H](N(C[C@@H]1C)C(=O)OC(C)(C)C)C